Cl.Cl.ClC=1C=C(C=CC1OCC1=CC(=CC=C1)F)C1=NC2=CC=C(C=C2C(=N1)N)C=1N=C(SC1)CNCCS(=O)(=O)C [3-Chloro-4-[(3-fluorophenyl)methoxy]phenyl]-6-[2-[[[2-(methylsulfonyl)ethyl]amino]methyl]-4-thiazolyl]-4-quinazolinamine dihydrochloride